FC(C(=O)O)(F)F.N[C@@H]([C@@H](C)O[C@@H](C(F)(F)F)C)C1=NC2=C(N1)C=CC(=C2)[C@@H](COC2CC2)NC(C[C@@H]2C(C2)(F)F)=O N-((S)-1-(2-((1R,2R)-1-Amino-2-(((R)-1,1,1-trifluoropropan-2-yl)oxy)propyl)-1H-benzo[d]imidazol-5-yl)-2-cyclopropoxyethyl)-2-((S)-2,2-difluorocyclopropyl)acetamide trifluoroacetate